(7R)-2-[4-(2-fluorophenoxy)phenyl]-7-[4-(prop-2-enoyl)piperazin-1-yl]-4,5,6,7-tetrahydro-2H-pyrazolo[4,3-b]pyridine-3-carboxamide FC1=C(OC2=CC=C(C=C2)N2N=C3C(NCC[C@H]3N3CCN(CC3)C(C=C)=O)=C2C(=O)N)C=CC=C1